2-Aminobenzimidazol NC=1NC2=C(N1)C=CC=C2